CN(C(OC(C)(C)C)=O)C(CN1N=CC(=C1)B1OC(C(O1)(C)C)(C)C)(C)C tert-butyl methyl(2-methyl-1-(4-(4,4,5,5-tetramethyl-1,3,2-dioxaborolan-2-yl)-1H-pyrazol-1-yl)propan-2-yl)carbamate